COC1=NC=CC(=C1C1=CC=2C(=CN=C(C2)NC(=O)[C@H]2[C@H](C2)F)N1C)OC (1S,2S)-N-[2-(2,4-dimethoxypyridin-3-yl)-1-methylpyrrolo[2,3-c]pyridin-5-yl]-2-fluorocyclopropane-1-carboxamide